1-(1-((5-(5-(azetidin-3-ylethynyl)pyridin-2-yl)isoxazol-3-yl)methyl)-1H-imidazol-2-yl)ethan-1-ol N1CC(C1)C#CC=1C=CC(=NC1)C1=CC(=NO1)CN1C(=NC=C1)C(C)O